BrC=1C=CC(=NC1)NC([C@H](C1CCC(CC1)C)NC(OC(C)(C)C)=O)=O tert-butyl N-[(1S)-2-[(5-bromo-2-pyridyl)amino]-1-((1r,4S)-4-methylcyclohexyl)-2-oxo-ethyl]carbamate